C(C)N(CC)CC.CC1(C=NC=2C=CC3=C(C12)C=CC(=C3)S(=O)(=O)O)C 1,1-dimethyl-benzo[E]indol-7-sulfonic acid triethylamine salt